C(C)(C)(C)OC(N[C@H](C(NCC1=CC=C(C=C1)OCC1=C(C=CC=C1)C(F)(F)F)=O)CC)=O (S)-(1-oxo-1-((4-((2-(trifluoromethyl)benzyl)oxy)benzyl)amino)butan-2-yl)carbamic acid tert-butyl ester